pentaerythritol di-acrylate C(C=C)(=O)OCC(COC(C=C)=O)(CO)CO